ClC=1C(=NC=C(C1)C1CCCCC1)C1=NC=2C(=NC=C(C2)C(F)(F)F)N1C 2-(3-chloro-5-cyclohexyl-2-pyridyl)-3-methyl-6-(trifluoromethyl)imidazo[4,5-b]pyridine